N-(4-((5-(4-(1H-imidazol-1-yl)phenyl)-1H-pyrazol-3-yl)amino)phenyl)acetamide N1(C=NC=C1)C1=CC=C(C=C1)C1=CC(=NN1)NC1=CC=C(C=C1)NC(C)=O